NC=1C(=CC(=C(C1)NC1=NC=C(C(=N1)N1CC(C2=NC(=CC=C21)C=C)(C)C)C(=O)OC(C)C)OC)N(C)CCN(C)C isopropyl 2-((5-amino-4-((2-(dimethylamino)ethyl)(methyl)amino)-2-methoxyphenyl)amino)-4-(3,3-dimethyl-5-vinyl-2,3-dihydro-1H-pyrrolo[3,2-b]pyridin-1-yl)pyrimidine-5-carboxylate